CN1C=C(C=2C(N(C=C(C21)C)C)=O)C(=O)N2CCC(CC2)OC2=C(C=CC=C2)C 1,5,7-trimethyl-3-((4-(2-methylphenoxy)piperidin-1-yl)carbonyl)-1,5-dihydro-4H-pyrrolo[3,2-c]pyridin-4-one